O=C(CCCCCCCC)N N-(1-oxononyl)amine